CCCCCCCCCCCCCCCCCCCC n-Icosane